COC(CC1CC(OCC1)C=1C(=NC(=CC1)C#CCO)C)=O 2-(2-(6-(3-hydroxy-prop-1-yn-1-yl)-2-methylpyridin-3-yl)tetrahydro-2H-pyran-4-yl)acetic acid methyl ester